ClC=1C(=NC(=NC1)NC1CCOCC1)C1=CC=C2CN(C(C2=C1)=O)CC(=O)NC1CCC=2C1=NC=CC2 2-(6-{5-chloro-2-[(oxan-4-yl)amino]pyrimidin-4-yl}-1-oxo-2,3-dihydro-1H-isoindol-2-yl)-N-{5H,6H,7H-cyclopenta[b]pyridin-7-yl}acetamide